ClC1=C(C#N)C=C(C(=C1)O)C1=CC(=CC=C1)C(=O)N1CCOCC1 2-chloro-4-hydroxy-5-[3-(morpholine-4-carbonyl)phenyl]benzonitrile